ClC=1C=C(C=C(C1OC=1C2=C(C(NC1)=O)C(CC2)C)Cl)N2N=C(C(NC2=O)=O)C(=O)O 2-(3,5-dichloro-4-((7-methyl-1-oxo-2,5,6,7-tetrahydro-1H-cyclopenta[c]pyridin-4-yl)oxy)phenyl)-3,5-dioxo-2,3,4,5-tetrahydro-1,2,4-triazine-6-carboxylic acid